Methyl 2-amino-3-(2-phenylcyclopropyl)benzoate NC1=C(C(=O)OC)C=CC=C1C1C(C1)C1=CC=CC=C1